ClC1=C(C=CC=C1F)C(/C(=C\N(C)C)/OC1=CC=C(C=C1)Cl)=O (E)-1-(2-Chloro-3-fluoro-phenyl)-2-(4-chlorophenoxy)-3-(dimethylamino)prop-2-en-1-one